8-acetyl-6-chloro-2-(4-methoxy-1-piperidyl)-3-methyl-quinoline-4-carbonitrile C(C)(=O)C=1C=C(C=C2C(=C(C(=NC12)N1CCC(CC1)OC)C)C#N)Cl